BrC1=NN=C(S1)N1N=C2C=C(C=C(C2=C1)N1CCN(CC1)C(C(C)C)=O)S(=O)(=O)NC1(COC1)CF 2-(5-bromo-1,3,4-thiadiazol-2-yl)-N-(3-(fluoromethyl)oxetan-3-yl)-4-(4-isobutyrylpiperazin-1-yl)-2H-indazole-6-sulfonamide